C(C)(C)NC(=O)C1=CC2=CC=CC(=C2C=C1)C1=CC=C(C=C1)C(F)(F)F N-isopropyl-5-(4-(trifluoromethyl)phenyl)-2-naphthamide